6-chloro-2-fluoro-3-hydroxybenzaldehyde ClC1=CC=C(C(=C1C=O)F)O